C[Si](C(C)(C)C)C dimethyl-tertiary butyl-silicon